C1(CC1)COC1=C(C=CC(=N1)C(=O)NC(C(=O)O)(CC)CC)N1CCCC1 2-(6-(cyclopropylmethoxy)-5-(pyrrolidin-1-yl)pyridinamido)-2-ethylbutyric acid